(racemic)-Ethyl (3S,4S)-3,4-bis(tert-butoxycarbonylamino)cyclopentanecarboxylate C(C)(C)(C)OC(=O)N[C@H]1CC(C[C@@H]1NC(=O)OC(C)(C)C)C(=O)OCC